4-[5-amino-4-cyano-1-(2,2,2-trifluoro-1-tetrahydropyran-4-yl-ethyl)pyrazol-3-yl]Benzene NC1=C(C(=NN1C(C(F)(F)F)C1CCOCC1)C1=CC=CC=C1)C#N